CN1CCN(CC1)CCCNC1=C(N=C2N1C=CN=C2)C2=CC=NC=C2 N-(3-(4-methylpiperazin-1-yl)propyl)-2-(pyridin-4-yl)imidazo[1,2-a]pyrazin-3-amine